1-[6-[2-amino-4-(2-morpholinoethoxy)anilino]-2-[3-(trifluoromethyl)pyrazol-1-yl]-3-pyridinyl]ethanone NC1=C(NC2=CC=C(C(=N2)N2N=C(C=C2)C(F)(F)F)C(C)=O)C=CC(=C1)OCCN1CCOCC1